1-[6-[4-[3-(2,2-Dimethylpropoxy)anilino]pyrido[3,2-d]pyrimidin-6-yl]-1,6-diazaspiro[3.3]heptan-1-yl]prop-2-en-1-one CC(COC=1C=C(NC=2C3=C(N=CN2)C=CC(=N3)N3CC2(CCN2C(C=C)=O)C3)C=CC1)(C)C